4-[(Biphenyl-4-ylmethyl)-amino]-2-hydroxy-benzonitrile C1(=CC=C(C=C1)CNC1=CC(=C(C#N)C=C1)O)C1=CC=CC=C1